C1(CC1)NC(C(C(C[C@H]1C(NCC1)=O)NC([C@H](CC(C)(C)C)NC(C[C@H](CC)C1=CC=C(C=C1)F)=O)=O)=O)=O (2S)-N-(4-(Cyclopropylamino)-3,4-dioxo-1-((S)-2-oxopyrrolidin-3-yl)butan-2-yl)-2-((S)-3-(4-fluorophenyl)pentanamido)-4,4-dimethylpentanamid